C(CCCCCCC)SCC1=C(C=C(C(=C1)CSCCCCCCCC)C)O 2,4-bis((octylthio)methyl)-5-methylphenol